ClC1=C(C2=C(C(N3[C@@H](CO2)CN(CC3)C(=O)OC(C)(C)C)=O)C(=N1)NC=1C(=NC=CC1C)C(C)C)Cl tert-Butyl (R)-3,4-dichloro-1-((2-isopropyl-4-methylpyridin-3-yl)amino)-12-oxo-6a,7,9,10-tetrahydro-12H-pyrazino[2,1-c]pyrido[3,4-f][1,4]oxazepine-8(6H)-carboxylate